1-(4-((4-((3-fluoro-4-((2-methyl-2H-indazol-6-yl)oxy)phenyl)amino)pyrido[3,2-d]pyrimidin-6-yl)oxy)piperidin-1-yl)prop-2-en-1-one FC=1C=C(C=CC1OC=1C=CC2=CN(N=C2C1)C)NC=1C2=C(N=CN1)C=CC(=N2)OC2CCN(CC2)C(C=C)=O